N[C@@]1(C([C@@H](CC1)NC=1C=2N(N=CC1C(=NC1=C(C=C(C=C1)O[Si](C)(C)C(C)(C)C)CC)N)C=C(C2)C2=CC(=CC=C2)CCO)(C)C)C 4-[[(1R,3S)-3-amino-2,2,3-trimethyl-cyclopentyl]amino]-N'-[4-[tert-butyl(dimethyl)silyl]oxy-2-ethyl-phenyl]-6-[3-(2-hydroxyethyl)phenyl]pyrrolo[1,2-b]pyridazine-3-carboxamidine